C1=C[C@H]([C@@H](CC1)O)O trans-1-cyclohexene-3,4-diol